C(C)OC(=O)C=1C=NN(C1)C1=C2C(=NC=C1)NC=C2 1-(1H-Pyrrolo[2,3-b]pyridin-4-yl)-1H-pyrazole-4-carboxylic acid ethyl ester